C(=C)C1=C(C(=CC(=C1)C)C(C)(C)C)OP(=O)(OC1=C(C=C(C=C1C(C)(C)C)C)C=C)OC1=C(C=C(C=C1C(C)(C)C)C)C=C Tris(2-vinyl-4-methyl-6-t-butylphenyl)phosphate